1,2,3-tri-azine N1=NN=CC=C1